benzyl 1-(2-(N-(2-(tert-butoxy)-2-oxoethyl)-2-chloroacetamido)ethyl)cyclopropane-1-carboxylate C(C)(C)(C)OC(CN(C(CCl)=O)CCC1(CC1)C(=O)OCC1=CC=CC=C1)=O